2,2,2-Trichloroethyl carbonate C(OCC(Cl)(Cl)Cl)([O-])=O